ClC=1C(=NC(=NC1)NC1=CC(=CC(=C1)CN1C[C@H](N([C@H](C1)C)C)C)C1CC1)C1=CNC2=CC(=CC=C12)C 5-chloro-N-(3-cyclopropyl-5-(((3r,5s)-3,4,5-trimethylpiperazin-1-yl)methyl)phenyl)-4-(6-methyl-1H-indol-3-yl)pyrimidin-2-amine